N-(3-(2-bromo-2-(5-chloro-2-(methylthio)pyrimidin-4-yl)acetyl)-2-fluorophenyl)-2,6-difluorobenzenesulfonamide BrC(C(=O)C=1C(=C(C=CC1)NS(=O)(=O)C1=C(C=CC=C1F)F)F)C1=NC(=NC=C1Cl)SC